9,10-di(n-pentoxy)anthracene C(CCCC)OC=1C2=CC=CC=C2C(=C2C=CC=CC12)OCCCCC